FC1(CCN(CC1)C1=NC(=NC=N1)C=1C=NN(C1)C1=C(C=C(C=C1)[N+](=O)[O-])N1CCC2(CC2)CC1)F 6-(2-(4-(4-(4,4-difluoropiperidin-1-yl)-1,3,5-triazin-2-yl)-1H-pyrazol-1-yl)-5-nitrophenyl)-6-azaspiro[2.5]octane